1-(4-fluorophenyl)-5-phenyl-4,5-dihydro-1H-pyrazole-3-carboxylic acid ethyl ester C(C)OC(=O)C1=NN(C(C1)C1=CC=CC=C1)C1=CC=C(C=C1)F